4-(4-amino-6-(4-methacrylamido-phenyl)-7-methyl-7H-pyrrolo[2,3-d]pyrimidin-5-yl)-N-(2-hydroxy-2-methylpropyl)benzamide NC=1C2=C(N=CN1)N(C(=C2C2=CC=C(C(=O)NCC(C)(C)O)C=C2)C2=CC=C(C=C2)NC(C(=C)C)=O)C